ClC=1C(=CC=2N(C1)N=C(C2CC)C(O)(C2=C(C=CC=C2)F)C2=C(C=CC=C2)F)C2=NN=NN2 [6-Chloro-3-ethyl-5-(1H-tetrazol-5-yl)-pyrazolo[1,5-a]pyridin-2-yl]-bis-(2-fluoro-phenyl)-methanol